C([C@H]([C@@H](C(=O)O)N)O)O The molecule is a hydroxy-amino acid consisting of L-threonine having a hydroxy substituent at the 4-position. It has a role as a Saccharomyces cerevisiae metabolite and an Escherichia coli metabolite. It is a L-threonine derivative, a non-proteinogenic L-alpha-amino acid and a hydroxy-amino acid. It is a tautomer of a 4-hydroxy-L-threonine zwitterion.